C(#N)C1=NN(C=C1)C 3-cyano-1-methyl-1H-pyrazol